C(C)[C@@H]1N(C[C@H](N(C1)C(C)C=1C=C2N=CC=NC2=CC1)CC)C=1C=2C(N(C(C1)=O)CCO)=CNN2 7-((2s,5r)-2,5-diethyl-4-(1-(quinoxalin-6-yl)ethyl)piperazin-1-yl)-4-(2-hydroxyethyl)-2,4-dihydro-5H-pyrazolo[4,3-b]pyridin-5-one